N-(2-chloro-4-fluorophenyl)-2-(2-(4,7-dihydro-5H-thieno[2,3-c]pyran-2-yl)-5-ethyl-7-oxo-6-(piperazin-1-yl)-[1,2,4]triazolo[1,5-a]pyrimidin-4(7H)-yl)acetamide ClC1=C(C=CC(=C1)F)NC(CN1C=2N(C(C(=C1CC)N1CCNCC1)=O)N=C(N2)C2=CC1=C(COCC1)S2)=O